1,2,4,5-tetrakis((2-(3-(3-(trifluoromethyl)-3H-diazirin-3-yl)phenoxy)ethoxy)methyl)benzene FC(C1(N=N1)C=1C=C(OCCOCC2=C(C=C(C(=C2)COCCOC2=CC(=CC=C2)C2(N=N2)C(F)(F)F)COCCOC2=CC(=CC=C2)C2(N=N2)C(F)(F)F)COCCOC2=CC(=CC=C2)C2(N=N2)C(F)(F)F)C=CC1)(F)F